ClC1=C(C=C(C=C1Cl)Cl)CS(=O)(=O)NC1=C(N=CS1)C(=O)O 5-{[(2,3,5-trichlorophenyl)methyl]sulfonylamino}-1,3-thiazole-4-carboxylic acid